C(=C/CCCC)/C(CC(=O)O)=CCC.N1=C(C=CC=C1)NC(C1=CC=CC=C1)=O N-(2-pyridinyl)benzamide cis-3-Hexenyl-cis-3-hexenoate